N[C@@H]1[C@H](CC(C(=O)O)(O)O[C@H]1[C@H]([C@@H](O)C)N)O 5,7-Diamino-3,5,7,9-tetradeoxy-L-glycero-L-altro-non-2-ulopyranosonic acid